((2S,4S)-1-acryloyl-4-(6,8-dichloro-7-(3-chloro-2-methylphenyl)-4-(((S)-1-methylpyrrolidin-2-yl)methoxy)-1H-[1,2,3]triazolo[4,5-c]quinolin-1-yl)piperidin-2-yl)acetonitrile C(C=C)(=O)N1[C@@H](C[C@H](CC1)N1N=NC=2C(=NC=3C(=C(C(=CC3C21)Cl)C2=C(C(=CC=C2)Cl)C)Cl)OC[C@H]2N(CCC2)C)CC#N